2-(t-butylcyclohexyloxy)-1-butanol C(C)(C)(C)C1(CCCCC1)OC(CO)CC